N1-((6-Bromoisoquinolin-1-yl)methyl)-N1-(5,6,7,8-tetrahydroquinolin-8-yl)butane-1,4-diamine BrC=1C=C2C=CN=C(C2=CC1)CN(CCCCN)C1CCCC=2C=CC=NC12